C(#N)C=1C(=C(C(=O)NC=2C=C3C(=NNC3=CC2)C2=COC=C2)C(=CC1)C)F Cyano-2-fluoro-N-(3-(furan-3-yl)-1H-indazol-5-yl)-6-methylbenzamide